3-methyl-2-[2-(tetrahydropyran-4-ylmethyl)pyrazolo[3,4-b]pyridin-6-yl]-5-(trifluoromethyl)phenol CC=1C(=C(C=C(C1)C(F)(F)F)O)C=1C=CC=2C(N1)=NN(C2)CC2CCOCC2